C(C1=CC=CC=C1)OC(=O)NC=1C(=C(C=CC1)[C@]1(N/C(/N(C(C1)=O)[C@@H]1C[C@@H](OCC1)C)=N\C(OC(C)(C)C)=O)C)Cl |&1:24,26| tert-Butyl (NE)-N-{(4S)-4-[3-(benzyloxycarbonylamino)-2-chlorophenyl]-4-methyl-1-[(2SR,4SR)-2-methyltetrahydropyran-4-yl]-6-oxohexahydropyrimidin-2-ylidene}-carbamate